FC(C(=O)O)(F)F.N1CC(C1)CO azetidin-3-ylmethanol trifluoroacetic acid salt